N-(3-(1H-Imidazol-1-yl)propyl)-7-(3-fluoropiperidin-1-yl)-5-phenylpyrazolo[1,5-a]pyrimidine-2-carboxamide N1(C=NC=C1)CCCNC(=O)C1=NN2C(N=C(C=C2N2CC(CCC2)F)C2=CC=CC=C2)=C1